[Si](C)(C)(C(C)(C)C)OC1CC(C1)OC1=C(C=CC=C1C(F)(F)F)[C@H]1[C@@H](O[C@]([C@H]1C)(C(F)(F)F)C)C(=O)NC1=CC(=NC=C1)C(=O)N 4-((2R,3S,4S,5R)-3-(2-((1s,3R)-3-((tert-butyldimethylsilyl)oxy)cyclobutoxy)-3-(trifluoromethyl)phenyl)-4,5-dimethyl-5-(trifluoromethyl)tetrahydrofuran-2-carboxamido)picolinamide